1,2,3,5,6,7-hexahydropyrrolo[3,4-f]isoindole-1,3,5,7-tetraone C1(NC(C=2C1=CC=1C(NC(C1C2)=O)=O)=O)=O